p-(4-iodobutyramido)-L-phenylalanine ICCCC(=O)NC1=CC=C(C[C@H](N)C(=O)O)C=C1